ClC=1C=CC(=C(C1)NC(=S)N1CCC2(CN(C2)C2=NC(=CC=C2)C(F)(F)F)CC1)OC N-(5-chloro-2-methoxyphenyl)-2-(6-(trifluoromethyl)pyridin-2-yl)-2,7-diazaspiro[3.5]nonane-7-carbothioamide